C(C)(=O)C1=CC(=C(S1)COC1=CC=CC(=N1)C1CCN(CC1)CC1=NC2=C(N1C[C@H]1OCC1)C=C(C=C2)C(=O)O)Cl (S)-2-((4-(6-((5-Acetyl-3-chlorothien-2-yl)methoxy)pyridin-2-yl)piperidin-1-yl)methyl)-1-(oxetan-2-ylmethyl)-1H-benzo[d]imidazole-6-carboxylic acid